OC(C(=O)[O-])(O)CO hydroxy-glycerate